methacryloyloxymethyltrimethylammonium C(C(=C)C)(=O)OC[N+](C)(C)C